C(C)OC(CC1CCN(CC1)C1=C(C=C(C=C1)Br)F)=O 2-[1-(4-bromo-2-fluoro-phenyl)-4-piperidinyl]Acetic acid ethyl ester